FC1([C@@H](C1)NC(C1=C(C=C(C=C1OC)C=1N(N=C2C=C(C=C(C12)C(F)F)C=1C=NNC1)C)OC(F)F)=O)F N-[(1R)-2,2-difluorocyclopropyl]-2-(difluoromethoxy)-4-[4-(difluoromethyl)-2-methyl-6-(1H-pyrazol-4-yl)indazol-3-yl]-6-methoxybenzamide